2-((R)-1-hydroxyethyl)-6-(phenylsulfonyl)imidazo[4,5-d]pyrrolo[2,3-b]pyridin O[C@H](C)C1=NC=2C(C=3C(=NC2)N(CC3)S(=O)(=O)C3=CC=CC=C3)=N1